ClC=1C(=C(C=CC1)S(=O)(=O)NC1=C(C=C(C=C1F)C#CC1=CC(=CC=C1)F)F)C 3-chloro-N-[2,6-difluoro-4-[2-(3-fluorophenyl)ethynyl]phenyl]-2-methyl-benzenesulfonamide